OC[C@H]1N(C[C@H](C1)C(F)(F)F)C(=O)OCCCC butyl (2s,4s)-2-(hydroxymethyl)-4-(trifluoromethyl)pyrrolidine-1-carboxylate